FC(CN1N=NC2=C1C=C(C=C2)C=2C=CN1N=C(N=C(C12)OC)N[C@H]1C[C@H](C1)OCCO)F 2-(cis-3-((5-(1-(2,2-difluoroethyl)-1H-benzo[d][1,2,3]triazol-6-yl)-4-methoxypyrrolo[2,1-f][1,2,4]triazin-2-yl)amino)cyclobutoxy)ethan-1-ol